tert-butyl (3R,4S)-3-methoxy-4-pentadecanamidopyrrolidine-1-carboxylate CO[C@@H]1CN(C[C@@H]1NC(CCCCCCCCCCCCCC)=O)C(=O)OC(C)(C)C